ClC1=CC(=CC(=N1)C(=O)NC1CCC(CC1)OCCOC)C(F)(F)F 6-chloro-N-((1r,4r)-4-(2-methoxyethoxy)cyclohexyl)-4-(trifluoromethyl)picolinamide